methyl (S)-2-((4-(6-((isoquinolin-6-ylmethyl) sulfonyl) pyridin-2-yl) piperidin-1-yl) methyl)-1-(oxetan-2-ylmethyl)-1H-benzo[d]imidazole-6-carboxylate C1=NC=CC2=CC(=CC=C12)CS(=O)(=O)C1=CC=CC(=N1)C1CCN(CC1)CC1=NC2=C(N1C[C@H]1OCC1)C=C(C=C2)C(=O)OC